N-methyl-4-nonadecanyl-N-octadecyl-anilinium tetrakis(perfluorophenyl)borate FC1=C(C(=C(C(=C1F)F)F)F)[B-](C1=C(C(=C(C(=C1F)F)F)F)F)(C1=C(C(=C(C(=C1F)F)F)F)F)C1=C(C(=C(C(=C1F)F)F)F)F.C[NH+](C1=CC=C(C=C1)CCCCCCCCCCCCCCCCCCC)CCCCCCCCCCCCCCCCCC